NC=1C=C(C=CC1F)C(CCC1CC1)CC(C)(S(=O)N)C (1-(3-amino-4-fluorophenyl)-3-cyclopropylpropyl)-2-methylpropane-2-sulfinamide